C1(CC1)NC(=O)C=1C(=CC(=C(C1)N1N=NC(=C1)C=1C=C(C=NC1F)N[C@@H]1[C@@H](CN(CC1)C(=O)OC(C)(C)C)F)C)F tert-butyl (3R,4S)-4-((5-(1-(5-(cyclopropylcarbamoyl)-4-fluoro-2-methylphenyl)-1H-1,2,3-triazol-4-yl)-6-fluoropyridin-3-yl)amino)-3-fluoropiperidine-1-carboxylate